OC[C@@H]1N(CCC1)C1=NC=NC=C1 4-[(2R)-2-(hydroxymethyl)pyrrolidin-1-yl]pyrimidin